3-(3-methylbutanoyl)-6-oxo-1,2,4,5,8,9,10,10a-octahydropyrrolo[1,2-a][1,5]diazocine-8-carboxamide CC(CC(=O)N1CCC2N(C(CC1)=O)C(CC2)C(=O)N)C